NC=1C=2C(N=C3N(C2C=CC1)C1=C(N3C3CCCC3)C=C(C=C1)N1CCC(CC1)=O)=O 4-amino-7-cyclopentyl-9-(4-oxopiperidin-1-yl)benzo[4,5]imidazo[1,2-a]quinazolin-5(7H)-one